C(C)(=O)O[C@@H]1COC2=C1C=C(C=C2S(NC2=C(C(=C(C=C2)F)C=2C(=C1C=NC(=NC1=C(C2)CC)NC2CCNCC2)F)F)(=O)=O)Cl (3S)-5-chloro-7-({3-[8-ethyl-5-fluoro-2-(piperidin-4-ylamino) quinazolin-6-yl]-2,4-difluorophenyl} sulfamoyl)-2,3-dihydro-1-benzofuran-3-yl acetate